1-ethyl-2,2,6-trimethylcyclohexanol C(C)C1(C(CCCC1C)(C)C)O